C(C)(C)(C)OC(=O)N1C[C@@H]([C@H](CC1)C=1C=C(C(C(=O)OC)=CC1)C(=O)OC)O dimethyl 4-((3R,4R)-1-(tert-butoxycarbonyl)-3-hydroxypiperidin-4-yl)phthalate